(E)-4-(1-(5-(benzyloxy)-3-nitro-1H-indol-1-yl)cyclopropyl)but-3-en-2-one C(C1=CC=CC=C1)OC=1C=C2C(=CN(C2=CC1)C1(CC1)/C=C/C(C)=O)[N+](=O)[O-]